aluminum-magnesium chromate [Cr](=O)(=O)([O-])[O-].[Mg+2].[Al+3]